4-(4-chlorophenylethoxy)aniline ClC1=CC=C(C=C1)CCOC1=CC=C(N)C=C1